C(CCCCCCCCCCCCCCCCCCCCCCC)NCCC(=O)[O-].[Na+] sodium β-tetracosylaminopropionate